9-vinylcarbazole-acrylate C(=C)N1C2=CC=CC=C2C=2C=CC=C(C12)C=CC(=O)[O-]